C(C)(C)(C)C=1C=C(CN(C(CN(S(=O)(=O)C2=C(C(=C(C(=C2F)F)F)F)F)CC2=C(C=C(C=C2)F)Cl)=O)C2=C(C=C(C(=O)O)C=C2)OC2COCC2)C=C(C1)C1CC1 4-(N-(3-(tert-butyl)-5-cyclopropylbenzyl)-2-(N-(2-chloro-4-fluorobenzyl)-(2,3,4,5,6-pentafluorophenyl)sulfonamido)acetamido)-3-((tetrahydrofuran-3-yl)oxy)benzoic acid